C[C@@H]1NC2=CC=C3C(=C2CC1)N=C(N3CCN3CC1(COC1)C3)CCN3N=CC=C3 (7S)-7-Methyl-3-(2-{2-oxa-6-azaspiro[3.3]heptan-6-yl}ethyl)-2-[2-(1H-pyrazol-1-yl)ethyl]-3H,6H,7H,8H,9H-imidazo[4,5-f]chinolin